1-((2S,4r)-4-((5-chloro-2-((2-methylthiazol-5-yl)amino)-7H-pyrrolo[2,3-d]pyrimidin-4-yl)amino)-2-methylpyrrolidin-1-yl)prop-2-en-1-one ClC1=CNC=2N=C(N=C(C21)N[C@@H]2C[C@@H](N(C2)C(C=C)=O)C)NC2=CN=C(S2)C